FC(OC=1C=NC(=NC1)O[C@@H]1C[C@@H](N(C1)CC1=CN=C(S1)NC(C)=O)C)F N-(5-(((2S,4R)-4-((5-(difluoromethoxy)pyrimidin-2-yl)oxy)-2-methylpyrrolidin-1-yl)methyl)thiazol-2-yl)acetamide